3-((S)-6-(2,6-dichloro-3,5-dimethoxyphenyl)-4,5,6,7-tetrahydro-1H-indazol-3-yl)tetrahydro-2H-pyran-4-amine ClC1=C(C(=C(C=C1OC)OC)Cl)[C@H]1CCC=2C(=NNC2C1)C1COCCC1N